C(#N)C=1C=C(C=CC1)CNC(=O)NC12CC(C1)(C2)C(F)(F)F 1-[(3-cyanophenyl)methyl]-3-[3-(trifluoromethyl)-1-bicyclo[1.1.1]pentanyl]urea